1-bromo-3-chloro-2-cyclopropyl-5-(methoxymethoxy)benzene methyl-(1R,2S,5S)-6,6-dimethyl-3-[N-(trifluoroacetyl)-L-valyl]-3-azabicyclo[3.1.0]hexane-2-carboxylate COC(=O)[C@@H]1[C@H]2C([C@H]2CN1C([C@@H](NC(C(F)(F)F)=O)C(C)C)=O)(C)C.BrC1=C(C(=CC(=C1)OCOC)Cl)C1CC1